2-[3-[2-[(2S)-2-methylazetidin-1-yl]-6,7-dihydro-5H-cyclopenta[d]pyrimidin-4-yl]phenyl]propan-2-amine C[C@@H]1N(CC1)C=1N=C(C2=C(N1)CCC2)C=2C=C(C=CC2)C(C)(C)N